1-dodecanoyl-2-(9Z-heptadecenoyl)-glycero-3-phosphoserine CCCCCCCCCCCC(=O)OC[C@H](COP(=O)(O)OC[C@@H](C(=O)O)N)OC(=O)CCCCCCC/C=C\CCCCCCC